N,N'-bis-[3-(4-ethylbenzenesulfonyloxy)phenyl]urea C(C)C1=CC=C(C=C1)S(=O)(=O)OC=1C=C(C=CC1)NC(=O)NC1=CC(=CC=C1)OS(=O)(=O)C1=CC=C(C=C1)CC